C(C=CO)O prop-2-ene-1,3-diol